C(CCCCCCCCCCC)C(C(=O)O)N(C)C(N)=N.[Na] sodium lauryl-creatine